CCC(=C(C)C(=O)N)CC diethylmethacrylamide